COC=1C=C2C(NN(C2=C2C1C=CC=C2)C2=CC=CC=C2)=O 5-Methoxy-1-phenyl-1H-benzo[g]indazol-3(2H)-on